C(CCCCCCC)C1=C(C=CC=C1)C(Br)(C1=C(C=CC=C1)CCCCCCCC)C1=C(C=CC=C1)CCCCCCCC tris(octylphenyl)bromomethane